OC(C)(C)C=1SC(=CN1)S(=O)(=N)NC(OC(C)(C)C)=O tert-butyl 2-(2-hydroxypropan-2-yl)thiazole-5-sulfonimidoylcarbamate